2-methyl-3-(1-methyl-1H-pyrazol-4-yl)cyclopropane-1-carboxylic acid CC1C(C1C=1C=NN(C1)C)C(=O)O